C(C1=CC=CC=C1)N(CC(=O)C=1C=NN(C1)CC1=CC=CC=C1)CCO 2-(benzyl-(2-hydroxyethyl)amino)-1-(1-benzyl-1H-pyrazol-4-yl)ethan-1-one